NC1=NC=2C=C(C(=CC2C2=C1C=NN2C)C(=O)N(CC2=NC=C(C=C2)C#CC(C)(C)O)CC)Cl 4-amino-7-chloro-N-ethyl-N-((5-(3-hydroxy-3-methylbut-1-yn-1-yl)pyridin-2-yl)methyl)-1-methyl-1H-pyrazolo[4,3-c]quinoline-8-carboxamide